O(C1=CC=C(C=C1)OCC(=O)O)C1=CC=C(C=C1)OCC(=O)O 2'-((oxybis(4,1-phenylene))bis(oxy))diacetic acid